methyl 2-((5-(6-((4-cyano-2-fluorobenzyl) oxy) pyridin-2-yl)-2-azabicyclo[4.1.0]hept-2-yl) methyl)-1-(thiazol-5-ylmethyl)-1H-benzo[d]imidazole-6-carboxylate C(#N)C1=CC(=C(COC2=CC=CC(=N2)C2CCN(C3CC23)CC2=NC3=C(N2CC2=CN=CS2)C=C(C=C3)C(=O)OC)C=C1)F